N-(3-(1-methyl-5-(1-oxo-1,2,3,4-tetrahydroisoquinolin-6-yl)-1H-pyrazol-3-yl)phenyl)acrylamide CN1N=C(C=C1C=1C=C2CCNC(C2=CC1)=O)C=1C=C(C=CC1)NC(C=C)=O